COC1=C(N=C2C(=N1)C=CS2)N 2-Methoxythieno[3,2-b]pyrazin-3-amine